S(=O)(=O)([O-])C1=CC=CC=C1 Besylate